CN1N=C(C=C1)COC1=CC=C(C=C1)C1=C(C(=CC=C1)C1C(NC(CC1)=O)=O)C(F)(F)F 3-(4'-((1-methyl-1H-pyrazol-3-yl)methoxy)-2-(trifluoromethyl)-[1,1'-biphenyl]-3-yl)piperidine-2,6-dione